N[C@@H]1CN(CC1)C1=C(C=CC=2N(C(=NC21)C)C2CCN(CC2)C)NC(=O)C2=NN(C(C=C2)=O)C2=C(C=CC=C2F)F (S)-N-(4-(3-aminopyrrolidin-1-yl)-2-methyl-1-(1-methylpiperidin-4-yl)-1H-benzo[d]imidazol-5-yl)-1-(2,6-difluorophenyl)-6-oxo-1,6-dihydropyridazine-3-carboxamide